[(2R,3S,4R,5R,6S)-3,4-Bis(acetyloxy)-5-acetamido-6-[4-(3-phenylprop-2-enoyl)phenoxy]oxan-2-yl]methyl acetate C(C)(=O)OC[C@H]1O[C@H]([C@@H]([C@H]([C@@H]1OC(C)=O)OC(C)=O)NC(C)=O)OC1=CC=C(C=C1)C(C=CC1=CC=CC=C1)=O